BrC1=CC=C(C=C1)CCCCl 1-bromo-4-(3-chloropropyl)benzene